BrC1=NN(C(=N1)OC1=CC(=C(C=C1)F)Cl)C([2H])([2H])[2H] 3-bromo-5-(3-chloro-4-fluorophenoxy)-1-(trideuteromethyl)-1,2,4-triazole